tert-butyl 2-(4-cyclopropyl-6-methoxypyrimidin-5-yl)-4-((4-(1-methyl-4-(trifluoromethyl)-1H-imidazol-2-yl)benzyl)amino)-5,6-dihydro-7H-pyrrolo[2,3-d]pyrimidine-7-carboxylate C1(CC1)C1=NC=NC(=C1C=1N=C(C2=C(N1)N(CC2)C(=O)OC(C)(C)C)NCC2=CC=C(C=C2)C=2N(C=C(N2)C(F)(F)F)C)OC